C1(CC1)N1N=C2N(C(N([C@H](C2=C1)C)C1CCN(CC1)C1=C(C=CC=C1C)F)=O)CC1=C(C=CC=C1)C1CC1 (S)-2-cyclopropyl-7-(2-cyclopropyl-benzyl)-5-[1-(2-fluoro-6-methyl-phenyl)-piperidin-4-yl]-4-methyl-2,4,5,7-tetrahydro-pyrazolo[3,4-d]pyrimidin-6-one